4-chloro-2-(trifluoromethyl)pyrazolo[1,5-a]pyrazine ClC=1C=2N(C=CN1)N=C(C2)C(F)(F)F